6-(4-Amino-7-{1-[3-(2-fluorophenyl)-1,2-oxazol-5-yl]ethyl}-7H-pyrrolo[2,3-d]pyrimidin-5-yl)-2-methyl-2,3-dihydro-1H-isoindol-1-one NC=1C2=C(N=CN1)N(C=C2C2=CC=C1CN(C(C1=C2)=O)C)C(C)C2=CC(=NO2)C2=C(C=CC=C2)F